N,N,N-tributyl-N-heptylammonium C(CCC)[N+](CCCCCCC)(CCCC)CCCC